N1(CCC1)C(=O)[C@@H]1CN(CC[C@H]1NC(=O)C1=NOC(=C1)C1=C(C=C(C=C1F)F)F)C1CCCCC1 5-(2,4,6-trifluoro-phenyl)-isoxazole-3-carboxylic acid [(3R,4R)-3-(azetidine-1-carbonyl)-1-cyclohexyl-piperidin-4-yl]-amide